Cl.CN(C1=CC2=C(N=C(S2)C2=CC3=CN(N=C3C=C2)C)C=C1)C1CCNCC1 n-methyl-2-(2-methyl-2H-indazol-5-yl)-N-(piperidin-4-yl)-1,3-benzothiazol-6-amine hydrochloride